ClC1=C(C=C(C2=C1NC(=N2)C(=O)N2[C@@H](C=1C=CC=NC1CC2)C)F)F (R)-(7-Chloro-4,6-difluoro-1H-benzo[d]imidazol-2-yl)(5-methyl-7,8-dihydro-1,6-naphthyridin-6(5H)-yl)methanone